4-(1-((endo)-2-azabicyclo[2.1.1]hexan-5-yl)-8-chloro-4-(3-(dimethylamino)azetidin-1-yl)-6-fluoro-2-methyl-1H-imidazo[4,5-c]quinolin-7-yl)naphthalen C12NCC(C1N1C(=NC=3C(=NC=4C(=C(C(=CC4C31)Cl)C3=CC=CC1=CC=CC=C31)F)N3CC(C3)N(C)C)C)C2